CCCCCCCCCCCCCCCCCC(=O)O[C@H](COC(=O)CCCCCCC/C=C\CCCCCCCC)COP(=O)(O)OC[C@@H](C(=O)O)N 1-(9Z-octadecenoyl)-2-octadecanoyl-sn-glycero-3-phosphoserine